C(C)(=O)NC1=NC=CC(=C1)C1=C(N=C(N1)SC)C=1C=C(C=CC1)NC(C1=C(C=C(C=C1F)F)F)=O N-(3-(5-(2-acetamidopyridin-4-yl)-2-(methylthio)-1H-imidazol-4-yl)phenyl)-2,4,6-trifluorobenzamide